The molecule is a 1,2-diacyl-sn-glycerol where butyryl and oleoyl are the 1- and 2-acyl groups respectively. It is a 1,2-diacyl-sn-glycerol and a butyrate ester. It derives from an oleic acid and a butyric acid. CCCCCCCC/C=C\\CCCCCCCC(=O)O[C@@H](CO)COC(=O)CCC